(S)-5-((3-methylpiperidin-1-yl)methyl)pyrazolo[1,5-a]pyrimidine-7-carboxylic acid C[C@@H]1CN(CCC1)CC1=NC=2N(C(=C1)C(=O)O)N=CC2